3-(3-(4-(2-(2-fluoro-5-((6-fluoro-4-methyl-1H-indol-5-yl)oxy)phenyl)-1H-imidazol-5-yl)-1-(2,2,2-trifluoroethyl)piperidin-4-yl)phenyl)propanoic acid FC1=C(C=C(C=C1)OC=1C(=C2C=CNC2=CC1F)C)C=1NC(=CN1)C1(CCN(CC1)CC(F)(F)F)C=1C=C(C=CC1)CCC(=O)O